5-bromo-1-(bromomethyl)-2,4-difluorobenzene BrC=1C(=CC(=C(C1)CBr)F)F